OC1=C(C(N(C=2CCCCC12)C)=O)C(=O)NCCC(C)C 4-Hydroxy-N-isopentyl-1-methyl-2-oxo-5,6,7,8-tetrahydroquinoline-3-carboxamide